(S)-3-(4-{[6-(2,2,2-Trifluoro-ethoxy)-pyridine-3-carbonyl]-amino}-phenyl)-pyrrolidine-1-carboxylic acid tert-butyl ester C(C)(C)(C)OC(=O)N1C[C@@H](CC1)C1=CC=C(C=C1)NC(=O)C=1C=NC(=CC1)OCC(F)(F)F